COC1=C(C=CC=C1C)C(NC(=O)C=1C(NC(=CC1)C(F)(F)F)=O)C1=CC=CC=C1 N-((2-methoxy-3-methylphenyl)(phenyl)methyl)-2-oxo-6-(trifluoromethyl)-1,2-dihydropyridine-3-carboxamide